tert-butyl 9-((4-chloro-3-(2,4-dioxotetrahydropyrimidin-1(2H)-yl)phenyl)amino)-3-azaspiro[5.5]undecane-3-carboxylate ClC1=C(C=C(C=C1)NC1CCC2(CCN(CC2)C(=O)OC(C)(C)C)CC1)N1C(NC(CC1)=O)=O